C(C)OC1=C(CN2CCN(CC2)C(C)=O)C(=CC=C1)F 1-(4-(2-ethoxy-6-fluorobenzyl)piperazin-1-yl)ethan-1-one